8-((3S,5R)-3,5-dimethylpiperazin-1-yl)-l-1-(4-fluorophenyl)-3-(methoxymethyl)-10-(trifluoromethyl)-3,4-dihydro-[1,4]thiazepino[2,3,4-ij]quinazolin-6(2H)-one C[C@H]1CN(C[C@H](N1)C)C1=NC(N2C3=C(C=C(C=C13)C(F)(F)F)S(CC(C2)COC)C2=CC=C(C=C2)F)=O